N-(3-chloro-5-fluorophenyl)-2-(2-oxo-2-(t-pentylamino)ethyl)-2-azaspiro[3.3]heptane-6-carboxamide ClC=1C=C(C=C(C1)F)NC(=O)C1CC2(CN(C2)CC(NC(C)(C)CC)=O)C1